O1CCN(CC1)C(=O)C1=CC(=CC=2N(C=NC21)COCC[Si](C)(C)C)B2OC(C(O2)(C)C)(C)C Morpholino(6-(4,4,5,5-tetramethyl-1,3,2-dioxaborolan-2-yl)-1-((2-(trimethylsilyl)ethoxy)methyl)-1H-benzo[d]imidazol-4-yl)methanone